C1(=CC=CC=C1)C=[N+]([O-])CCCC alpha-phenyl-N-butyl-nitrone